C(C)C(C(=O)O)(C(C)(C)C)C 2-ethyl-2,3,3-trimethylbutanoic acid